4-(5-(4-(3-((2-((1S)-1-((tetrahydro-2H-pyran-2-yl)oxy)ethyl)-1H-imidazol-1-yl)methyl)isoxazol-5-yl)phenyl)pent-4-yn-1-yl)piperazin-2-one O1C(CCCC1)O[C@@H](C)C=1N(C=CN1)CC1=NOC(=C1)C1=CC=C(C=C1)C#CCCCN1CC(NCC1)=O